CC1=C(C(=CC=C1)C(=O)O)O homosalicylic acid